ClC=1C=C(C=CC1)C(CS(=O)(=O)C)N 1-(3-Chlorophenyl)-2-(methylsulfonyl)ethan-1-amine